FC([C@@H](O)C1=CC=2C(=NC(=CC2)C2=CC=3C(N=C2)=NN(C3)C)S1)(F)F (1R)-2,2,2-trifluoro-1-(6-(2-methyl-2H-pyrazolo[3,4-b]pyridin-5-yl)thieno[2,3-b]pyridin-2-yl)ethanol